CCCCCCCCCCCCCCCCCCC(=O)O[C@H](COC(=O)CCCCCCC/C=C\C/C=C\CCCC)COP(=O)(O)OC[C@@H](C(=O)O)N 1-(9Z,12Z-heptadecadienoyl)-2-nonadecanoyl-glycero-3-phosphoserine